NCCNC1=CC(=C(C(=O)NC=2SC(=CN2)C)C=C1)C 4-((2-Aminoethyl)amino)-2-methyl-N-(5-methylthiazol-2-yl)benzamide